gamma-(methyl)acryloyloxypropyl-diethoxymethyl-silane CC=CC(=O)OCCC[SiH2]C(OCC)OCC